5-chloro-2-{[(1R)-1-(4-chlorophenyl)-7-fluoro-5-[(1R)-1-(4-fluorooxan-4-yl)-1-hydroxypropyl]-1-methoxy-3-oxo-2,3-dihydro-1H-isoindol-2-yl]methyl}pyridine-3-carboxylic acid ClC=1C=C(C(=NC1)CN1[C@@](C2=C(C=C(C=C2C1=O)[C@@](CC)(O)C1(CCOCC1)F)F)(OC)C1=CC=C(C=C1)Cl)C(=O)O